cis-3-Methyl-N-(4-methyl-3-(pyridin-2-yl)phenyl)-6-azabicyclo[3.1.1]heptane-6-carboxamide CC1CC2N(C(C1)C2)C(=O)NC2=CC(=C(C=C2)C)C2=NC=CC=C2